9-Amino-8-(hydroxymethyl)-2,3-dihydropyrrolo[2,3-g][1,4]benzothiazin-5-ol NC=1C=2C(=C(C3=NCCSC31)O)N=CC2CO